2-(2,6-dioxopiperidin-3-yl)-4-(3-(piperazin-1-yl)prop-1-yn-1-yl)isoindoline-1,3-dione O=C1NC(CCC1N1C(C2=CC=CC(=C2C1=O)C#CCN1CCNCC1)=O)=O